Pyridin oxid [N+]1(=CC=CC=C1)[O-]